[C@H]1([C@H](O)[C@H](O)[C@@H](CO)O1)N1C=NC=2C(N)=NC=NC12 (S)-adenosine